NCC(=O)N1[C@@H](CCC1)C(=O)NCC(=O)N[C@@H](CC1=CC=C(C=C1)O)C(=O)O glycyl-L-prolyl-glycyl-L-tyrosine